COC1=CC2=CC3=C(C(OC3)=O)C=C2C=C1OC 6,7-dimethoxynaphtho[2,3-c]furan-1(3H)-one